N-(4-((2',4'-difluoro-[1,1'-biphenyl]-3-yl)amino)-7-(2-(4-methylpiperazin-1-yl)ethoxy)quinazolin-6-yl)acrylamide FC1=C(C=CC(=C1)F)C1=CC(=CC=C1)NC1=NC=NC2=CC(=C(C=C12)NC(C=C)=O)OCCN1CCN(CC1)C